N-((5-hydroxyquinoxalin-6-yl)(pyridin-3-yl)methyl)butyramide OC1=C2N=CC=NC2=CC=C1C(NC(CCC)=O)C=1C=NC=CC1